Ethyl 3-(2-chloro-4-(cyclopentylamino)pyrimidin-5-yl)acrylate ClC1=NC=C(C(=N1)NC1CCCC1)C=CC(=O)OCC